NC=1C=2N(C3=CC(=C(C=C3N1)Cl)C(=O)N1C[C@@H](OC[C@@H]1C1=NC=C(C=C1)C(F)(F)F)C)C=NC2 (4-amino-7-chloroimidazo[1,5-a]quinoxalin-8-yl)((2S,5S)-2-methyl-5-(5-(trifluoromethyl)pyridin-2-yl)morpholino)methanone